3-phenyl-pyrrolidine-1-carboxamide C1(=CC=CC=C1)C1CN(CC1)C(=O)N